6-(cyclobutoxy)-N-(1,1-dimethylsilacyclohexan-4-yl)-1H-pyrrolo[2,3-b]pyridine-2-carboxamide C1(CCC1)OC1=CC=C2C(=N1)NC(=C2)C(=O)NC2CC[Si](CC2)(C)C